C(C)N1C(NC2=CC(=CC=C2C1=O)CN1CCN(CC1)C=1C(=CC(=NC1)C(=O)NC)F)=O 5-(4-((3-ethyl-2,4-dioxo-1,2,3,4-tetrahydroquinazolin-7-yl)methyl)piperazin-1-yl)-4-fluoro-N-methylpyridinecarboxamide